FC(C(=O)N[C@@H]1[C@H](N(C(C1)=O)C=1C=C2C=NN(C2=CC1)C1=CN(C(C=C1)=O)C)C1=CC2=C(OCCO2)C=C1)(C)F |r| 2,2-Difluoro-N-[rac-(2R,3S)-2-(2,3-dihydro-1,4-benzodioxin-6-yl)-1-[1-(1-methyl-6-oxo-3-pyridyl)indazol-5-yl]-5-oxo-pyrrolidin-3-yl]propanamid